gallium-stibium [Sb].[Ga]